2-(4-(4-((5-cyclopropyl-3-(2,6-dichlorophenyl)isoxazol-4-yl)methoxy)piperidin-1-yl)phenyl)-3,5-dioxo-2,3,4,5-tetrahydro-1,2,4-triazine-6-carbonitrile C1(CC1)C1=C(C(=NO1)C1=C(C=CC=C1Cl)Cl)COC1CCN(CC1)C1=CC=C(C=C1)N1N=C(C(NC1=O)=O)C#N